NC1CC(C1)(C1=CC=CC=C1)CNC1=CC(=NC2=CC=C(C=C12)Cl)C(F)(F)F N-((3-amino-1-phenylcyclobutyl)methyl)-6-chloro-2-(trifluoromethyl)quinolin-4-amine